Di-TertAmyl Peroxide C(C)(C)(CC)OOC(C)(C)CC